C1(CC1)C=1NC=C(N1)C(=O)NCC=1SC(=NN1)C1=CC=CC=C1 2-cyclopropyl-N-((5-phenyl-1,3,4-thiadiazol-2-yl)methyl)-1H-imidazole-4-carboxamide